P(=O)(OC1=C(C=C(C=C1)CCCC)CCCC)(OC1=C(C=C(C=C1)CCCC)CCCC)OC1=C(C=C(C=C1)CCCC)CCCC tris(2,4-di-butylphenyl) phosphate